ClC1=CC=C(OC(C(=O)N2CCC(CC2)NC(=O)NC2=CC=C(C=C2)[N+](=O)[O-])(C)C)C=C1 1-(1-(2-(4-chlorophenoxy)-2-methylpropanoyl)piperidin-4-yl)-3-(4-nitrophenyl)urea